FC=1C=C(OCC(=O)NC23CC(C2)(C3)NC(=O)[C@@H]3OC2=C(C(C3)=O)C=C(C(=C2)F)F)C=CC1F (2R)-N-{3-[2-(3,4-difluorophenoxy)acetamido]bicyclo[1.1.1]pentan-1-yl}-6,7-difluoro-4-oxo-3,4-dihydro-2H-1-benzopyran-2-carboxamide